benzyldiPhenylphosphine C(C1=CC=CC=C1)P(C1=CC=CC=C1)C1=CC=CC=C1